C(#N)CC1(CC(C1)C#N)N1C=C(C=2C=NC=CC21)C=2C=1N(C=C(N2)C=2C=NN(C2)C)N=CC1 (1r,3r)-3-(cyanomethyl)-3-(3-(6-(1-methyl-1H-pyrazol-4-yl)pyrazolo[1,5-a]pyrazin-4-yl)-1H-pyrrolo[3,2-c]pyridin-1-yl)cyclobutane-1-carbonitrile